ClC=1C=C(CNCC)C=CC1 N-(3-chlorobenzyl)ethylamine